C(C1=CC=CC=C1)N1CCC(CC1)[C@@H](CNC(=O)N1[C@@H](CN(CC1)C1=CC(=C(C=C1)OC(F)(F)F)C#N)C)O (2R)-N-[(2S)-2-(1-benzylpiperidin-4-yl)-2-hydroxyethyl]-4-[3-cyano-4-(trifluoromethoxy)phenyl]-2-methylpiperazine-1-carboxamide